C1(=CC=CC=C1)S(=O)(=O)N[C@H](C(=O)O)CNC(C1=CC=C(C=C1)N1C[C@H](CCC1)NC=1NCCCN1)=O (S)-2-(phenylsulfonamido)-3-(4-((S)-3-((1,4,5,6-tetrahydropyrimidin-2-yl)amino)piperidin-1-yl)benzamido)propionic acid